BrC=1C=C(C=CC1OC)S(=O)(=O)C1COC1 3-(3-Bromo-4-methoxy-phenyl)sulfonyloxetane